(S)-4-(3-methyl-1-(6-methyl-5-(2-methyl-4-(trifluoromethyl)phenyl)-1H-indazol-1-yl)butyl)benzoic acid CC(C[C@H](N1N=CC2=CC(=C(C=C12)C)C1=C(C=C(C=C1)C(F)(F)F)C)C1=CC=C(C(=O)O)C=C1)C